C[Si](OCCCC)(CCCC)C di(methyl)n-butyl-(n-butoxy)silane